tert-butyl 4-(((3R,4R)-1-(tert-butoxycarbonyl)-3-(4-(tert-butoxycarbonyl) phenyl)piperidin-4-yl)methyl)-7-methyl-1H-indole-1-carboxylate C(C)(C)(C)OC(=O)N1C[C@H]([C@@H](CC1)CC1=C2C=CN(C2=C(C=C1)C)C(=O)OC(C)(C)C)C1=CC=C(C=C1)C(=O)OC(C)(C)C